C(O)(=O)OCC(COC(O)=O)(COCC(CO)(CO)CO)CO dipentaerythritol biscarbonate